3,3-dimethylcyclohexen-1-yl acetate C(C)(=O)OC1=CC(CCC1)(C)C